(R)-((6-(2-Chloro-3-(3-chloro-2-(2-(2-hydroxypropyl)-8-methoxy-1,2,3,4-tetrahydroisoquinolin-6-yl)pyridin-4-yl)phenyl)-2-methoxypyridin-3-yl)methyl)glycine ClC1=C(C=CC=C1C1=C(C(=NC=C1)C=1C=C2CCN(CC2=C(C1)OC)C[C@@H](C)O)Cl)C1=CC=C(C(=N1)OC)CNCC(=O)O